(+)-N-(5-(1-amino-3-cyclopropyl-1-(pyridin-4-yl)propyl)-2-fluorophenyl)-1-(3-(aminomethyl)phenyl)-3-(trifluoromethyl)-1H-pyrazole-5-carboxamide C1CC1CCC(C2=CC=NC=C2)(C3=CC(=C(C=C3)F)NC(=O)C4=CC(=NN4C5=CC=CC(=C5)CN)C(F)(F)F)N